4-(4-fluoro-4-formylpiperidin-1-yl)benzamide FC1(CCN(CC1)C1=CC=C(C(=O)N)C=C1)C=O